FC=1C=C(C=C(C1)F)C=1N(N=C2[C@@H](N(CCC21)C(=O)C2=NN(C=N2)C=2C(=NC=C(C2)F)O)C)C [(7S)-3-(3,5-Difluorophenyl)-2,7-dimethyl-5,7-dihydro-4H-pyrazolo[3,4-c]pyridin-6-yl]-[1-(5-fluoro-2-hydroxy-3-pyridyl)-1,2,4-triazol-3-yl]methanone